CC1=C(SC=C1)C(=O)N1CCC=2C1=CN=CC2C2=CC=C(C#N)C=C2 4-(1-(3-Methylthiophene-2-carbonyl)-2,3-dihydro-1H-pyrrolo[2,3-c]pyridin-4-yl)benzonitrile